2,2'-((2-((2-((cyanomethyl)amino)ethyl)(2-(4-(2-(2-oxoimidazolidin-1-yl)ethyl)piperazin-1-yl)ethyl)amino)ethyl)azanediyl)diacetonitrile C(#N)CNCCN(CCN(CC#N)CC#N)CCN1CCN(CC1)CCN1C(NCC1)=O